1-(cyclohexylmethyl)-N-(1-(methylsulfonyl)piperidin-4-yl)-1H-pyrazolo[3,4-d]pyrimidin-6-amine C1(CCCCC1)CN1N=CC=2C1=NC(=NC2)NC2CCN(CC2)S(=O)(=O)C